C(C)[C@H](C(=O)OC(CNC1=CC=C(C=C1)OC)COC1=CC=CC=C1)C(NC(=O)NC=1C(N(C(=CC1O)C)C)=O)C=1C=C(C=C(C1)OC)C1=C(C=C(C=C1)F)F ((4-methoxyphenyl)amino)-3-phenoxypropan-2-ol Ethyl-(S)-3-(2',4'-Difluoro-5-methoxybiphenyl-3-yl)-3-(3-(4-hydroxy-1,6-dimethyl-2-oxo-1,2-dihydropyridin-3-yl)ureido)propanoat